O[C@@H]1CN(C[C@H](C1)C)CC1=C2C(=NC(=C1)C(=O)N)C(CC2)(C)C 4-(((3S,5S)-3-hydroxy-5-methylpiperidin-1-yl)methyl)-7,7-dimethyl-6,7-dihydro-5H-cyclopenta[b]pyridine-2-carboxamide